4-Bromo-7-methoxy-1-p-toluenesulfonyl-1H-pyrrolo[2,3-c]pyridine-2-carboxylic acid propyl ester C(CC)OC(=O)C1=CC=2C(=C(N=CC2Br)OC)N1S(=O)(=O)C1=CC=C(C)C=C1